N-(4-(difluoromethyl)cyclohexyl)-6-isopropyl-2-(1-methyl-1H-imidazol-5-yl)pyrimidine-4-carboxamide FC(C1CCC(CC1)NC(=O)C1=NC(=NC(=C1)C(C)C)C1=CN=CN1C)F